2-{3-[(3R)-3-{[(oxetan-4-yl)amino]methyl}pyrrolidin-1-yl]-1,2,4-triazin-6-yl}-5-(1H-pyrazol-4-yl)phenol O1CCC1NC[C@@H]1CN(CC1)C=1N=NC(=CN1)C1=C(C=C(C=C1)C=1C=NNC1)O